C(C(C)(C)C)C1=CC=C(C=C1)C1C=CNN1 5-(4-neopentyl-phenyl)-pyrazoline